(S)-N-(5-(3-chloro-2-hydroxybenzamido)-1-(5-(naphthalen-2-yl)-1H-imidazol-2-yl)pentyl)thiazole-5-carboxamide ClC=1C(=C(C(=O)NCCCC[C@@H](C=2NC(=CN2)C2=CC3=CC=CC=C3C=C2)NC(=O)C2=CN=CS2)C=CC1)O